mono-hydroxy-1,4-naphthoquinone OC=1C(C2=CC=CC=C2C(C1)=O)=O